C1(CCCC1)C1=CC(=NC=N1)NC1=NC(=NC=C1)N1C2CC(C1)(C2)CN(C(OCC2=CC=CC=C2)=O)C benzyl N-[[2-[4-[(6-cyclopentylpyrimidin-4-yl) amino] pyrimidin-2-yl]-2-azabicyclo[2.1.1]hex-4-yl] methyl]-N-methyl-carbamate